C(C)(C)(C)OC(=O)N1CCC(CC1)(C)C1=NOCC(O1)CBr 4-[5-(bromomethyl)-5,6-dihydro-1,4,2-dioxazin-3-yl]-4-methylpiperidine-1-carboxylic acid tert-butyl ester